rac-N-(6-amino-5-ethyl-3-pyridyl)-2-[(2S,5R)-5-methyl-2-[4-(4-methylpiperazin-1-yl)phenyl]-1-piperidyl]-2-oxo-acetamide NC1=C(C=C(C=N1)NC(C(=O)N1[C@@H](CC[C@H](C1)C)C1=CC=C(C=C1)N1CCN(CC1)C)=O)CC |r|